C1(CC1)C1=NC(=CC=C1S(=O)(=O)N1CC2(C1)CN(C2)C2CCOCC2)C(F)F 2-((2-cyclopropyl-6-(difluoromethyl)pyridin-3-yl)sulfonyl)-6-(tetrahydro-2H-pyran-4-yl)-2,6-diazaspiro[3.3]heptane